N-[(2-chloro-5-thiazolyl)-methyl]-N'-methyl-N'-nitro-guanidine ClC=1SC(=CN1)CNC(=N)N([N+](=O)[O-])C